2-(4-(tert-butyl)phenyl)-4,5-dichloropyridazin-3(2H)-one C(C)(C)(C)C1=CC=C(C=C1)N1N=CC(=C(C1=O)Cl)Cl